(5-Chloropyridin-2-yl)(4-fluorophenyl)methanol ClC=1C=CC(=NC1)C(O)C1=CC=C(C=C1)F